trans-4-((2-(2,6-dioxopiperidin-3-yl)-1,3-dioxoisoindolin-4-yl)amino)cyclohexane-1-carboxylic acid tert-butyl ester C(C)(C)(C)OC(=O)[C@@H]1CC[C@H](CC1)NC1=C2C(N(C(C2=CC=C1)=O)C1C(NC(CC1)=O)=O)=O